ClC=1C=C(C=CC1)[C@@H]1[C@H](C1)C(=O)O |r| rac-(1S*,2S*)-2-(3-chlorophenyl)cyclopropanecarboxylic acid